(R)-N-(2-ethoxy-1-(3-(trifluoromethoxy)phenyl)ethyl)-4,4-dimethyl-3-oxopentanamide C(C)OC[C@@H](C1=CC(=CC=C1)OC(F)(F)F)NC(CC(C(C)(C)C)=O)=O